[Si](C)(C)(C(C)(C)C)OCCCOC1=NN(C(=C1[N+](=O)[O-])C)C=1C(=NC=CC1)OC1CC1 3-(3-(3-((tert-butyldimethylsilyl)oxy)propoxy)-5-methyl-4-nitro-1H-pyrazol-1-yl)-2-cyclopropoxypyridine